N-((2-(2-((2R,6S)-2,6-dimethylmorpholino)pyrimidin-4-yl)-1,6-naphthyridin-7-yl)methyl)-3-oxo-3,4-dihydro-2H-benzo[b][1,4]thiazine-7-carboxamide C[C@H]1O[C@H](CN(C1)C1=NC=CC(=N1)C1=NC2=CC(=NC=C2C=C1)CNC(=O)C=1C=CC2=C(SCC(N2)=O)C1)C